5-chloro-6-fluoro-2-iso-butylPropoxybenzoic acid ClC=1C=CC(=C(C(=O)O)C1F)OCC(C)CC(C)C